3',6'-bis(((trifluoromethyl)sulfonyl)oxy)-3H-spiro[isobenzofuran-1,9'-xanthene] FC(S(=O)(=O)OC=1C=CC=2C3(C4=CC=C(C=C4OC2C1)OS(=O)(=O)C(F)(F)F)OCC1=CC=CC=C13)(F)F